methyl N-[5-[6-[4-(4-fluoro-3-methoxy-phenyl)-5,6-dihydro-1,2,4-oxadiazin-3-yl]-4-methyl-benzimidazol-1-yl]-2-pyridyl]carbamate FC1=C(C=C(C=C1)N1C(=NOCC1)C=1C=C(C2=C(N(C=N2)C=2C=CC(=NC2)NC(OC)=O)C1)C)OC